(±)-3-fluoro-10-(4-methoxyphenyl)-6,7,8,9-tetrahydro-5H-5,8-epiminobenzo[7]annulene FC1=CC2=C(CC3CCC2N3C3=CC=C(C=C3)OC)C=C1